(R)-4-((1-(3-(difluoromethyl)-2-fluorophenyl)ethyl)amino)-6-(1-(fluoromethyl)cyclopropyl)-2-Methyl-8-(1H-pyrazolo[4,3-b]pyridin-1-yl)pyrido[4,3-d]pyrimidin-7(6H)-one FC(C=1C(=C(C=CC1)[C@@H](C)NC=1C=2C(N=C(N1)C)=C(C(N(C2)C2(CC2)CF)=O)N2N=CC1=NC=CC=C12)F)F